5-ethyl-2-(4-{[(3R)-1-methylpiperidin-3-yl]amino}pyrido[3,4-d]pyridazin-1-yl)phenol C(C)C=1C=CC(=C(C1)O)C1=C2C(=C(N=N1)N[C@H]1CN(CCC1)C)C=NC=C2